C(#N)C=1C(=CC(=NC1)NC(=O)N1CCCC2=CC(=C(N=C12)C=O)CN1C([C@H](CC1)OC)=C=O)NC1COC1 (S)-N-(5-cyano-4-(oxetan-3-ylamino)pyridin-2-yl)-7-formyl-6-((3-methoxy-2-carbonylpyrrolidin-1-yl)methyl)-3,4-dihydro-1,8-naphthyridine-1(2H)-carboxamide